(E)-4-methoxy-N'-(1-(pyridin-2-yl)ethylidene)benzohydrazide COC1=CC=C(C(=O)N/N=C(\C)/C2=NC=CC=C2)C=C1